OC1(CNCC1)C1CN(C1)C(=O)OC(C)(C)C tert-butyl 3-(3-hydroxypyrrolidin-3-yl)azetidine-1-carboxylate